carbazate hydrazone C(NN)([O-])=NN